2-((1H-pyrrolo[2,3-b]pyridin-5-yl)oxy)-4-(4-((6-(4-chlorophenyl)spiro[3.5]non-6-en-7-yl)methyl)piperazin-1-yl)-N-((3-nitrophenyl)sulfonyl)benzamide N1C=CC=2C1=NC=C(C2)OC2=C(C(=O)NS(=O)(=O)C1=CC(=CC=C1)[N+](=O)[O-])C=CC(=C2)N2CCN(CC2)CC2=C(CC1(CCC1)CC2)C2=CC=C(C=C2)Cl